1-((2-methoxypyridin-3-yl)methyl)-6-(3-(trifluoromethyl)phenyl)-3-trityl-1,3-dihydro-2H-imidazo[4,5-b]pyridin-2-one COC1=NC=CC=C1CN1C(N(C2=NC=C(C=C21)C2=CC(=CC=C2)C(F)(F)F)C(C2=CC=CC=C2)(C2=CC=CC=C2)C2=CC=CC=C2)=O